ClC=1C2=C(N=C(N1)SC)N(CC2)C 4-chloro-7-methyl-2-(methylthio)-6,7-dihydro-5H-pyrrolo[2,3-d]pyrimidine